5-amino-4-bromo-2-({3-[2-(4-chlorophenyl)ethyl]-1,2,4-oxadiazol-5-yl}methyl)-2,3-dihydropyridazin-3-one NC1=C(C(N(N=C1)CC1=NC(=NO1)CCC1=CC=C(C=C1)Cl)=O)Br